(E)-2-(2-(3-methoxy-2-methylphenyl)-2-(phenylsulfonyl)vinyl)pyridine COC=1C(=C(C=CC1)\C(=C/C1=NC=CC=C1)\S(=O)(=O)C1=CC=CC=C1)C